N-(4-((3-chloro-4-fluorophenyl)amino)-7-(3-(4-(3-((2-(2,6-dioxopiperidin-3-yl)-1-oxoisoindolin-4-yl)thio)propyl)piperazin-1-yl)propoxy)quinazolin-6-yl)acrylamide ClC=1C=C(C=CC1F)NC1=NC=NC2=CC(=C(C=C12)NC(C=C)=O)OCCCN1CCN(CC1)CCCSC1=C2CN(C(C2=CC=C1)=O)C1C(NC(CC1)=O)=O